ClC1=CC=C(C(=O)NC(=S)NNC(=O)C2=NC3=CC=CC=C3C=C2)C=C1 4-Chloro-N-(2-(quinoline-2-carbonyl)hydrazine-1-carbonothioyl)benzamide